2-[(2S,3S)-1-[5-chloro-4-(4-{4-[(2,6-difluorophenyl)methyl]-5-oxo-1,2,4-triazol-1-yl}-2-fluorophenoxy)pyridin-2-yl]-2-methylazetidin-3-yl]isoindole-1,3-dione ClC=1C(=CC(=NC1)N1[C@H]([C@H](C1)N1C(C2=CC=CC=C2C1=O)=O)C)OC1=C(C=C(C=C1)N1N=CN(C1=O)CC1=C(C=CC=C1F)F)F